(4-{[2-(4-Bromophenyl)imidazo(1,2-a)pyridin-3-yl]methyl}piperazin-1-yl)(2-fluorophenyl)methanone BrC1=CC=C(C=C1)C=1N=C2N(C=CC=C2)C1CN1CCN(CC1)C(=O)C1=C(C=CC=C1)F